3-((dinonylphenoxy)carbonylamino-methyl)-3,5,5-trimethylcyclohexyl-carbamic acid (dinonylphenyl) ester C(CCCCCCCC)C=1C(=C(C=CC1)OC(NC1CC(CC(C1)(C)C)(C)CNC(=O)OC1=C(C(=CC=C1)CCCCCCCCC)CCCCCCCCC)=O)CCCCCCCCC